ClC1=NC=C(C(=C1OC)N)\C=C\OCC (E)-2-chloro-5-(2-ethoxyvinyl)-3-methoxypyridin-4-amine